N1C=C(C=2C1=NC=CC2)C=2C=C1C(=NC=NC1=CC2)N2CCNC1(CCCC1)C2 9-(6-(1H-Pyrrolo[2,3-b]pyridin-3-yl)quinazolin-4-yl)-6,9-diazaspiro[4.5]decane